(R)-N-(2-(4-(4-acetylpiperazin-1-yl)piperidin-1-yl)-5-((6-(3-(2-fluoro-3-(trifluoromethyl)phenyl)isoxazolidin-2-yl)pyrimidin-4-yl)amino)-4-methoxyphenyl)acrylamide C(C)(=O)N1CCN(CC1)C1CCN(CC1)C1=C(C=C(C(=C1)OC)NC1=NC=NC(=C1)N1OCC[C@@H]1C1=C(C(=CC=C1)C(F)(F)F)F)NC(C=C)=O